C1=C(C=CC2=CC=CC=C12)[C@@H](C)O (R)-1-(naphthalen-2-yl)ethan-1-ol